C(#N)C(C(=O)N1CC(CCC1)C(=O)O)=CC(C)(C)N(C)C 1-(2-cyano-4-(dimethylamino)-4-methylpent-2-enoyl)piperidine-3-carboxylic acid